FC(C(=O)O)(F)F.N[C@H](C(=O)NC=1C=CC(=C(C(=O)N[C@H](C)C2=CC=CC3=CC=CC=C23)C1)C)CC1=CNC2=CC=CC=C12 5-((S)-2-amino-3-(1H-indol-3-yl)propanamido)-2-methyl-N-((R)-1-(naphthalen-1-yl)ethyl)benzamide 2,2,2-trifluoroacetate